2-(((S)-1-(1H-tetrazol-1-yl)propan-2-yl)oxy)-4-(2-((3-(3-(2,2-difluoroethoxy)propoxy)-1-((1r,4r)-4-morpholinocyclohexyl)-1H-pyrazol-4-yl)amino)pyrimidin-5-yl)benzonitrile N1(N=NN=C1)C[C@H](C)OC1=C(C#N)C=CC(=C1)C=1C=NC(=NC1)NC=1C(=NN(C1)C1CCC(CC1)N1CCOCC1)OCCCOCC(F)F